4-(2-(pyridin-4-ylmethyl)-2H-tetrazol-5-yl)phenethylcarbamic acid tert-butyl ester C(C)(C)(C)OC(NCCC1=CC=C(C=C1)C=1N=NN(N1)CC1=CC=NC=C1)=O